FC1=CC=C(C=C1)S(=O)(=O)NC1CCC(CC1)OC1=C2C=CC=NC2=CC(=N1)N1CCOCC1 4-Fluoro-N-((1s,4s)-4-((7-morpholino-1,6-naphthyridin-5-yl)oxy)cyclohexyl)benzenesulfonamide